1-Bromo-6-(prop-2-yn-1-yloxy)hexane BrCCCCCCOCC#C